ClC=1C(=C(C(=CC1)N1N=NC(=C1)Cl)C=1C=CC(=NC1)C(CC1=NN(C=C1)C(F)F)N1N=CC(=C1)C1=CC=C(C(=O)OC(C)(C)C)C=C1)F tert-Butyl 4-(1-(1-(5-(3-chloro-6-(4-chloro-1H-1,2,3-triazol-1-yl)-2-fluorophenyl)pyridin-2-yl)-2-(1-(difluoromethyl)-1H-pyrazol-3-yl)ethyl)-1H-pyrazol-4-yl)benzoate